benzyl L-cysteinate hydrochloride Cl.N[C@@H](CS)C(=O)OCC1=CC=CC=C1